ClC1=C2N=C(C(N(C2=CC=C1)C1=CC=C(C=C1)OC(C)(C)C)=O)C(=O)O 5-chloro-1-(4-tert-butoxyphenyl)-2-oxo-1,2-dihydroquinoxaline-3-carboxylic acid